8-[(1R)-1-[[6-Chloro-2-(3,3-difluoroazetidin-1-yl)-3-pyridyl]amino]ethyl]-3,6-dimethyl-2-(3-pyridyl)chromen-4-one ClC1=CC=C(C(=N1)N1CC(C1)(F)F)N[C@H](C)C=1C=C(C=C2C(C(=C(OC12)C=1C=NC=CC1)C)=O)C